COC1=CC=C(CC2(CC=3C(=C(C(=NC3C=C2)C2=CC=CC=C2)C2=CC=CC=C2)N)N)C=C1 6-(4-methoxybenzyl)-2,3-diphenylquinoline-4,6-diamine